5-(5-Chloro-2-isopropyl-4-methoxy-benzyl)-N2-(3-methoxy-phenyl)-pyrimidine-2,4-diamine ClC=1C(=CC(=C(CC=2C(=NC(=NC2)NC2=CC(=CC=C2)OC)N)C1)C(C)C)OC